2-{[7-amino-4-(3-methyl-1H-indazol-5-yl)-1-oxo-2,3-dihydro-1H-isoindol-2-yl]methyl}prop-2-enenitrile NC=1C=CC(=C2CN(C(C12)=O)CC(C#N)=C)C=1C=C2C(=NNC2=CC1)C